4-(8-(1-propenylpyrrolidin-3-yl)quinazolin-6-yl)-N-(5-(trifluoromethyl)pyridin-2-yl)benzamide C(=CC)N1CC(CC1)C=1C=C(C=C2C=NC=NC12)C1=CC=C(C(=O)NC2=NC=C(C=C2)C(F)(F)F)C=C1